heneicosane-1,21-diol C(CCCCCCCCCCCCCCCCCCCCO)O